BrC1=C(C=O)C=CC(=C1O)Br 2,4-dibromo-3-hydroxy-benzaldehyde